CC1=NC2=C(N1CC(=O)N1C(CCC1)C(=O)N)C=CC=C2 1-[2-(2-methyl-1H-1,3-benzodiazol-1-yl)acetyl]pyrrolidine-2-carboxamide